Tert-butyl 4-(4''-acetamido-5-chloro-3''-fluoro-2'-methoxy-[1,1':3',1''-terphenyl]-3-yl)piperazine-1-carboxylate C(C)(=O)NC1=C(C=C(C=C1)C=1C(=C(C=CC1)C1=CC(=CC(=C1)Cl)N1CCN(CC1)C(=O)OC(C)(C)C)OC)F